tert-Butyl 4-(5,6,7,8-tetrahydrocyclopenta[4,5]pyrrolo[2,3-d]pyrimidin-4-yl)-3,6-dihydropyridine-1(2H)-carboxylate N1=CN=C(C2=C1NC1=C2CCC1)C=1CCN(CC1)C(=O)OC(C)(C)C